N-ethyl-6-methyl-4-{5-[(methylsulfonyl)amino]-2-phenoxyphenyl}-7-oxo-6,7-dihydro-1H-pyrrolo[2,3-c]pyridine-2-carboxamide C(C)NC(=O)C1=CC2=C(C(N(C=C2C2=C(C=CC(=C2)NS(=O)(=O)C)OC2=CC=CC=C2)C)=O)N1